cesium pyrrolide [N-]1C=CC=C1.[Cs+]